2,6-dimethoxy-3-methylbenzoic acid COC1=C(C(=O)O)C(=CC=C1C)OC